CC=1C(=CC=2NC3=CC=C(C=C3C2C1C)OC)C1=C(C=CC=C1)NC 3,4-dimethyl-6-methoxy-2-(2'-methylaminophenyl)-9H-carbazole